(5S,3S)-4-Benzyl-5-((S)-1-(tert-butoxycarbonyl)amino-2-(1-(tert-butoxycarbonyl)(indol-3-yl))-ethyl)-3-(4-(tert-butoxycarbonyl)amino-butyl)-2-oxopiperazine C(C1=CC=CC=C1)N1[C@H](C(NC[C@H]1[C@H](CC1=CN(C2=CC=CC=C12)C(=O)OC(C)(C)C)NC(=O)OC(C)(C)C)=O)CCCCNC(=O)OC(C)(C)C